2-((2-(diethylamino)ethyl)(ethyl)amino)ethane-1-ol (1R,2S,5S)-benzyl-2-(hydroxymethyl)-3,8-diazabicyclo[3.2.1]octane-8-carboxylate C(C1=CC=CC=C1)[C@@]12[C@H](NC[C@H](CC1)N2C(=O)OCCN(CC)CCN(CC)CC)CO